2-chloro-4-((methyl-(prop-2-yne-1-yl)amino)methyl)phenol ClC1=C(C=CC(=C1)CN(CC#C)C)O